F[C@@H]1[C@@]2(CCC[C@](C[C@H]1OC=1N=NC(=CN1)C=1C=C3C=CN=CC3=CC1O)(N2)C)C 6-(3-(((1S,2R,3R,5R)-2-fluoro-1,5-dimethyl-9-azabicyclo[3.3.1]nonan-3-yl)oxy)-1,2,4-triazin-6-yl)isoquinolin-7-ol